C(C)(C)(C)OC(=O)N1C[C@H](CC1)N1C2=NC(=NC=C2NC1=O)Cl (3S)-3-(2-chloro-8-oxo-7H-purin-9-yl)pyrrolidine-1-carboxylic acid tert-butyl ester